C(\C=C\C(=O)O)(=O)O.COC=1C=C2C=CN(C2=CC1)C[C@@H](C)N(C)C (R)-1-(5-methoxy-1H-indol-1-yl)-N,N-dimethylpropan-2-amine, fumaric acid salt